BrC1=C(C=CC=C1)C(C)SCCC(=O)C12CNCC(CC1)N2C2=NC=C(C#N)C=C2 Racemic-6-((3-((1-(2-bromophenyl)ethyl)thio)propanoyl)-3,8-diazabicyclo[3.2.1]octan-8-yl)nicotinonitrile